C(C)(=O)OCC(CC1=C(NC2=CC=C(C=C12)C=1C=C(C=CC1)C[C@@H](C(=O)OC)NC(=O)OC(C)(C)C)I)(C)C methyl (2S)-3-(3-[3-[3-(acetyloxy)-2,2-dimethylpropyl]-2-iodo-1H-indol-5-yl]phenyl)-2-[(tert-butoxycarbonyl) amino]propanoate